methyl 2-(1-benzyl-4,4-difluoro-5-methyl-3-piperidinyl)-2-methyl-propionate C(C1=CC=CC=C1)N1CC(C(C(C1)C)(F)F)C(C(=O)OC)(C)C